tert-butyl 2-(2-ethylpyrazol-3-yl)-5-methyl-piperidine-1-carboxylate C(C)N1N=CC=C1C1N(CC(CC1)C)C(=O)OC(C)(C)C